C(CN(CC(=O)O)CC(=O)O)N ethylenediamine-N,N-diacetic acid